C=C[C@@H](C(=O)O)N The molecule is a non-proteinogenic L-alpha-amino acid with a structure in which a vinyl group is bonded to the alpha-carbon of glycine. It has a role as an EC 4.4.1.14 (1-aminocyclopropane-1-carboxylate synthase) inhibitor. It is a glycine derivative and a non-proteinogenic L-alpha-amino acid. It is a tautomer of a L-vinylglycine zwitterion.